FC1=C(OC2=CC=NC3=CC(=C(C=C23)OC)OCCOC(NC)=O)C(=CC(=C1)NC(=O)C=1C=NC=CC1O)F [2-({4-[2,6-difluoro-4-(4-hydroxypyridine-3-amido)phenoxy]-6-methoxyquinolin-7-yl}oxy)ethyl]-N-methylcarbamate